C12(CC(C1)C2)NCC=2C=CC=1N(C2)C=C(N1)CNC(=O)C=1N=C2N(C(C1)=O)C=CC=C2 N-((6-[({bicyclo[1.1.1]pentan-1-yl}amino)methyl]imidazo[1,2-a]pyridin-2-yl)methyl)-4-oxo-4H-pyrido[1,2-a]pyrimidine-2-carboxamide